2-chloroaniline phosphate P(=O)(O)(O)O.ClC1=C(N)C=CC=C1